1-(2-((2,2-di-methyl-benzo[d][1,3]dioxol-5-yl)-amino)-5-methyl-pyrimidin-4-yl)-N-(2-hydroxy-1-phenylethyl)-1H-pyrrole-3-carboxamide CC1(OC2=C(O1)C=CC(=C2)NC2=NC=C(C(=N2)N2C=C(C=C2)C(=O)NC(CO)C2=CC=CC=C2)C)C